C(C1=CC=CC=C1)OC=1C(C(=C2CCC34CCCCN(C(C1N32)=O)C4)C=4SC(=NN4)CC4=C(C=C(C=C4F)F)F)=O 7-benzyloxy-5-[5-[(2,4,6-trifluorophenyl)methyl]-1,3,4-thiadiazol-2-yl]-10,15-diazatetracyclo[6.6.1.11,10.04,15]hexadeca-4,7-diene-6,9-dione